FC1=C(C(=CC=C1C#CC1CN(CC1)S(=O)(=O)C)O)N1CC(NS1(=O)=O)=O 5-(2-fluoro-6-hydroxy-3-((1-(methylsulfonyl)pyrrolidin-3-yl)ethynyl)phenyl)-1,2,5-thiadiazolidin-3-one 1,1-dioxide